Tert-butyl (9-(3-(7-(4-(2-hydroxyethyl)piperazin-1-yl)-2-methyl-3-phenyl-pyrazolo[1,5-a]pyrimidin-5-yl)phenyl)non-8-yn-1-yl)carbamate OCCN1CCN(CC1)C1=CC(=NC=2N1N=C(C2C2=CC=CC=C2)C)C=2C=C(C=CC2)C#CCCCCCCCNC(OC(C)(C)C)=O